2-[2-(6-hydroxybenzo[1,3]dioxole-5-yl)-2H-benzotriazole-5-yloxy]ethylacrylate OC=1C(=CC2=C(OCO2)C1)N1N=C2C(=N1)C=CC(=C2)OCCOC(C=C)=O